ClC1=CC=C(C(=N1)C(=O)NS(=O)(=O)C)N[C@H](C)C=1C=C(C=C2C(N(C(=NC12)N1C[C@H](CCC1)C=1C(=NOC1)C)C)=O)C |o1:29| 6-chloro-3-(((R)-1-(3,6-dimethyl-2-((R*)-3-(3-methylisoxazol-4-yl)piperidin-1-yl)-4-oxo-3,4-dihydroquinazolin-8-yl)ethyl)amino)-N-(methylsulfonyl)picolinamide